C(C)OC1=C(C=CC(=C1F)F)[C@@H]1[C@@H](O[C@@]([C@@H]1C)(C(F)(F)F)C)C(=O)NC1=CC(=[N+](C=C1)[O-])C(=O)N |&1:14| (2R,3R,4R,SR)-4-[[3-(2-ethoxy-3,4-difluoro-phenyl)-4,5-dimethyl-5-(trifluoromethyl)tetrahydrofuran-2-carbonyl]amino]-1-oxido-pyridin-1-ium-2-carboxamide